C(C)(C)(C)OC(=O)N1CCC(CC1)C1C=2N(NCC1)C(=C(N2)C2=CC(=C(C=C2)OC2=CC=CC=C2)OC)C(=O)O 8-(1-(tert-butoxycarbonyl)piperidin-4-yl)-2-(3-methoxy-4-phenoxyphenyl)-5,6,7,8-tetrahydroimidazo[1,2-b]pyridazine-3-carboxylic acid